N1(CCCC1)C=1C=C(C=NC1)C(CC(=O)O)N1N=CC2=CC(=CC=C12)OCCC1=NC=2NCCCC2C=C1 3-(5-(pyrrolidin-1-yl)pyridin-3-yl)-3-(5-(2-(5,6,7,8-tetrahydro-1,8-naphthyridin-2-yl)ethoxy)-1H-indazol-1-yl)propionic acid